tert-Butyl 4-(6-bromo-7-chloro-2-oxoquinoxalin-1(2H)-yl)piperidine-1-carboxylate BrC=1C=C2N=CC(N(C2=CC1Cl)C1CCN(CC1)C(=O)OC(C)(C)C)=O